4-(but-3-en-1-yl)-1,1'-biphenyl C(CC=C)C1=CC=C(C=C1)C1=CC=CC=C1